N1C=CC2=C(C=CC=C12)NC1C2=C(C=3N(CC1)N=NC3C)C=CC(=C2)C=2C=NN(C2)C N-(1H-indol-4-yl)-1-methyl-9-(1-methyl-1H-pyrazol-4-yl)-6,7-dihydro-5H-benzo[c][1,2,3]triazolo[1,5-a]azepin-7-amine